(2r,3aR,5s,6aS)-2-(5-chloro-1H-indazol-7-yl)octahydropentalene-2,5-diol ClC=1C=C2C=NNC2=C(C1)C1(C[C@@H]2CC(C[C@@H]2C1)O)O